CC1=CC=CC(=N1)C1=NNC=C1C=1N=C2C=C(C=NC2=CC1)NCCN1CCNCC1 6-[3-(6-methyl-2-pyridyl)-1H-pyrazol-4-yl]-N-(2-piperazin-1-ylethyl)-1,5-naphthyridin-3-amine